Cl.N12C[C@H](C(CC1)CC2)N2C(C=1C=CC=C3C1[C@H](C2)CCC3)=O (3aR)-2-[(3S)-Quinuclidin-3-yl]-2,3,3a,4,5,6-hexahydro-1H-benzo[de]isoquinolin-1-one hydrochloride